N1N=CC(=C1)C1N(CCN(C1)C1=NC(=NC=C1)C1=CN=C2N1C=C(C=C2)C(F)(F)F)C(CCN2C=NC=C2)=O 1-(2-(1H-pyrazol-4-yl)-4-(2-(6-(trifluoromethyl)imidazo[1,2-a]pyridin-3-yl)pyrimidin-4-yl)piperazin-1-yl)-3-(1H-imidazol-1-yl)propan-1-one